F[C@@H]1CC=2N(C=NC2[C@H](N)C=2N(C3=CC=CC=C3C2)S(=O)(=O)C2=CC=CC=C2)C1 (S)-((R)-6-fluoro-6,7-dihydro-5H-pyrrolo[1,2-c]imidazol-1-yl)(1-(phenylsulfonyl)-1H-indol-2-yl)methanamine